N-(3-cyano-1-cyclopentyl-1H-indol-5-yl)-2-methyl-6-oxo-1,6-dihydropyrimidine-4-carboxamide C(#N)C1=CN(C2=CC=C(C=C12)NC(=O)C=1N=C(NC(C1)=O)C)C1CCCC1